FC=1C=CC(=NC1)C#CC1N(CCCC1)C(=O)C1=C(C=CC(=C1)C)N1N=CC=N1 5-fluoro-2-[(1-{[5-methyl-2-(2H-1,2,3-triazol-2-yl)phenyl]carbonyl}piperidin-2-yl)ethynyl]pyridine